(2R)-5-bromo-2-methoxy-2,3-dihydro-1H-indene BrC=1C=C2C[C@@H](CC2=CC1)OC